3-(1-benzhydrylazetidin-3-yl) 5-isopropyl-2-amino-1,4-dihydro-6-methyl-4-(3-nitrophenyl)-3,5-pyridinedicarboxylate C(C)(C)C1(C(C(=C(NC1C)N)C(=O)OC1CN(C1)C(C1=CC=CC=C1)C1=CC=CC=C1)C1=CC(=CC=C1)[N+](=O)[O-])C(=O)[O-]